CC=1C=C(CC2=C(C(C=3C=CC=C(C3C2=O)S(=O)(=O)N)=O)C)C=CC1 7-(3-methylbenzyl)-6-methyl-5,8-dioxo-5,8-dihydronaphthalene-1-sulfonamide